BrC1=CC2=C(CCC=3C(=NN(C23)C2=CC(=CC(=C2)Cl)Cl)C(=O)N(C)C(C)(C)C)C=C1OC 8-bromo-N-tert-butyl-1-(3,5-dichlorophenyl)-7-methoxy-N-methyl-4,5-dihydrobenzo[g]indazole-3-carboxamide